C(C)(C)(C)OC(=O)N(C1=C(C=C(C(=O)OC)C=C1)OC)CC#C methyl 4-[tert-butoxycarbonyl (prop-2-ynyl) amino]-3-methoxy-benzoate